N-hydroxy-4-(4-methoxybenzyl)-3-methyl-3,4-dihydro-2H-benzo[b][1,4]oxazine-6-carboxamide ONC(=O)C1=CC2=C(OCC(N2CC2=CC=C(C=C2)OC)C)C=C1